((4-methyl-2-(methylsulfonyl)pyridin-3-yl)carbamoyl)nicotinamide CC1=C(C(=NC=C1)S(=O)(=O)C)NC(=O)C1=C(C(=O)N)C=CC=N1